BrN1N=C(C(=C1)Cl)C(=O)O bromo-4-chloro-1H-pyrazole-3-carboxylic acid